tert-butyl (3S,4S)-4-[[6-[3-[5-fluoro-2-methoxy-4-(methylcarbamoyl) anilino] prop-1-ynyl]-1-(2,2,2-trifluoroethyl)benzimidazole-4-carbonyl]amino]-3-methyl-piperidine-1-carboxylate FC=1C(=CC(=C(NCC#CC=2C=C(C3=C(N(C=N3)CC(F)(F)F)C2)C(=O)N[C@@H]2[C@H](CN(CC2)C(=O)OC(C)(C)C)C)C1)OC)C(NC)=O